NC=1C2=C(N=CN1)N(C=C2C2=CC(=C(C=C2)NC(=O)NC2=CC(=C(C=C2)CN2CCN(C1(CC1)C2)C)C(F)(F)F)F)C2CC2 1-(4-(4-amino-7-cyclopropyl-7H-pyrrolo[2,3-d]pyrimidin-5-yl)-2-fluorophenyl)-3-(4-((4-methyl-4,7-diazaspiro[2.5]octan-7-yl)methyl)-3-(trifluoromethyl)phenyl)urea